7,8-dihydrofolic acid C(CC[C@@H](C(=O)O)NC(=O)C1=CC=C(NCC=2CNC=3N=C(N)NC(=O)C3N2)C=C1)(=O)O